4-(5-(trifluoromethyl)-1,2,4-oxadiazol-3-yl)benzoic acid methyl ester COC(C1=CC=C(C=C1)C1=NOC(=N1)C(F)(F)F)=O